2-oxo-N-phenyl-2,3-dihydro-1H-imidazo[4,5-b]pyridine O=C1N(C=2C(=NC=CC2)N1)C1=CC=CC=C1